(S)-2-(1-((tert-butyldiphenylsilyl)oxy)propan-2-yl)-5-(4-chlorophenyl)-7-(1-methyl-1H-Pyrazol-4-yl)-2H-pyrazolo[3,4-c]pyridine [Si](C1=CC=CC=C1)(C1=CC=CC=C1)(C(C)(C)C)OC[C@H](C)N1N=C2C(=NC(=CC2=C1)C1=CC=C(C=C1)Cl)C=1C=NN(C1)C